BrC=1C=NC(=NC1)C(CO)O 1-(5-bromopyrimidin-2-yl)ethane-1,2-diol